CC1=CC2=C(S1(=O)=O)C=C(C=C2)C(=O)[O-] 2-methylbenzo[b]thiophen-6-carboxylate 1,1-dioxide